norbornen-5-ene-2,3-dicarboxylic anhydride C12=C3C(C(C=C1)C2)C(=O)OC3=O